(3-amino-6-ethyl-4,5,6,7-tetrahydropyrazolo[3,4-c]pyridin-1-yl)(6-chloro-1,2,3,4-tetrahydroquinolin-4-yl)methanone NC1=NN(C=2CN(CCC21)CC)C(=O)C2CCNC1=CC=C(C=C21)Cl